N[C@@H](C(=O)N[C@H](C(=O)OC)C)CCCNC(=N)N methyl (2S)-2-[[(2R)-2-amino-5-guanidino-pentanoyl]amino]propanoate